C1NCCC2=C(C=CC=C12)NC1CCN(CC1)C1=CC=C(NC2C(NC(CC2)=O)=O)C=C1 3-[4-[4-(1,2,3,4-tetrahydroisoquinolin-5-ylamino)-1-piperidyl]anilino]piperidine-2,6-dione